(S)-N-(3-(2-((3-methoxy-1-methyl-1H-pyrazol-4-yl)amino)-5-methylpyrimidin-4-yl)-1H-indol-7-yl)pyrrolidine-2-carboxamide COC1=NN(C=C1NC1=NC=C(C(=N1)C1=CNC2=C(C=CC=C12)NC(=O)[C@H]1NCCC1)C)C